C(C)(C)OC=1C=C2C(=CN(C2=CC1)C1CCN(CC1)[C@@H]1CC[C@@H](CC1)C(C)C)C(C)N 5-isopropoxy-1-(1-(cis-4-isopropylcyclohexyl-piperidin-4-yl)-1H-indol-3-yl)ethan-1-amine